tetrahydro-3H-benzo[d]azepin C1CNCCC2=C1C=CC=C2